(2R,3S)-1,3-bis(benzyloxy)hex-5-en-2-ol C(C1=CC=CC=C1)OC[C@H]([C@H](CC=C)OCC1=CC=CC=C1)O